[4-(3'-Cyano-4'-hydroxy[1,1'-biphenyl]-4-yl)-2,3,9-trimethyl-6H-thieno[3,2-f][1,2,4]triazolo[4,3-a][1,4]diazepin-6-yl]carbamic acid tert-butyl ester C(C)(C)(C)OC(NC1C=2N(C3=C(C(=N1)C1=CC=C(C=C1)C1=CC(=C(C=C1)O)C#N)C(=C(S3)C)C)C(=NN2)C)=O